{2-[(9R)-9-(3-methylphenyl)-6-oxaspiro[4.5]decan-9-yl]ethyl}({[5-(trifluoromethyl)pyridin-3-yl]methyl})amine CC=1C=C(C=CC1)[C@@]1(CCOC2(CCCC2)C1)CCNCC=1C=NC=C(C1)C(F)(F)F